3-((1r,4r)-4-(4-(6-(8-(benzo[d]thiazol-2-ylcarbamoyl)-3,4-dihydroisoquinolin-2(1H)-yl)-2-(tert-butoxycarbonyl)pyridin-3-yl)-3-methylphenoxy)cyclohexyl)propanoic acid S1C(=NC2=C1C=CC=C2)NC(=O)C=2C=CC=C1CCN(CC21)C2=CC=C(C(=N2)C(=O)OC(C)(C)C)C2=C(C=C(OC1CCC(CC1)CCC(=O)O)C=C2)C